C1(CC(CCC1)C(=O)[O-])C(=O)[O-].[Ca+2] calcium 1,3-cyclohexanedicarboxylate